FC1CCCC2COCC3(COC4C(CCC(C5NNC6CNC(C12)CC56)C4)N4CCN(CC4)C)CNC3 17'-fluoro-5'-(4-methylpiperazin-1-yl)-7',11'-dioxa-20',23',24'-triazaspiro[azetidine-3,9'-pentacyclo[17.5.2.12,6.013,18.022,25]heptacosane]